(2R,5S*)-7-bromo-2-cyclopropyl-4-(4-methoxyphenylmethyl)-5-methyl-2,3,4,5-tetrahydropyrido[2,3-f][1,4]oxazepine BrC=1C=CC2=C([C@@H](N(C[C@H](O2)C2CC2)CC2=CC=C(C=C2)OC)C)N1 |o1:6|